FC1=CC=C(C=C1)C1(OC(C=2C(=C3C4C(C(OC3=CC2CCCCC)(C)C)CCC(=C4)C)O1)=O)CC(C)=O 2-(4-fluorophenyl)-8,8,11-trimethyl-2-(2-oxopropyl)-5-pentyl-8a,9,10,12a-tetrahydro-4H,8H-benzo[c][1,3]dioxino[4,5-f]chromen-4-one